3-fluoro-N,N-dimethyl-4-(4,4,5,5-tetramethyl-1,3,2-dioxaborolan-2-yl)benzenesulfonamide FC=1C=C(C=CC1B1OC(C(O1)(C)C)(C)C)S(=O)(=O)N(C)C